[chloro(phenyl)methyl] decanoate C(CCCCCCCCC)(=O)OC(C1=CC=CC=C1)Cl